NC1=C(C=NN1C(C(F)(F)F)C)C(=O)O 5-amino-1-(1,1,1-trifluoropropan-2-yl)-1H-pyrazole-4-carboxylic acid